C(C1=CC=CC=C1)N1CCC(=C(C1)C1=NC=CC(=C1)OC1=CC(=CC=C1)OC)CC 2-(1-benzyl-4-ethyl-3,6-dihydro-2H-pyridin-5-yl)-4-(3-methoxyphenoxy)pyridine